O=C(CC(C#N)C1=CC=CC=C1)C1=CC=CC=C1 4-oxo-2,4-diphenyl-butyronitrile